C[C@H]1[C@H](CN(CC1)C(=O)OC)C1=CC(=NC=2N1N=C(C2)[C@@H]2CC[C@H](CC2)C(F)(F)F)C methyl (3R,4R)-4-methyl-3-{5-methyl-2-[trans-4-(trifluoromethyl)cyclohexyl]pyrazolo[1,5-a]pyrimidin-7-yl}piperidine-1-carboxylate